FC1=C(C=C(CC2=NNC(C3=CC=CC=C23)=O)C=C1)C(=O)N1CC(C1)NC1(CC1)C(F)(F)F 4-(4-fluoro-3-(3-((1-(trifluoromethyl)cyclopropyl)amino)azetidine-1-carbonyl)benzyl)phthalazin-1(2H)-one